[N+](=O)([O-])OCCN1CCNCC1 1-(2-(nitrooxy)ethyl)-piperazine